FC(C=1C=C(C=CC1)NC1=CC=C(C=C1)C=1C=C2C=NC=NC2=C(C1)C=1C=C(C=CC1)NC(C=C)=O)(F)F N-(3-(6-(4-((3-(trifluoromethyl)phenyl)amino)phenyl)quinazolin-8-yl)-phenyl)acrylamide